C(CCC)C1=C(C(=O)O)C=CC(=C1)O.OC1=CC=C(C(=O)OCCCC)C=C1 butyl 4-hydroxybenzoate (butyl 4-hydroxybenzoate)